(7S,8aS)-7-(3-(6-fluoroimidazo[1,2-a]pyridin-5-yl)propyl)hexahydropyrrolo[1,2-a]pyrazin-6(2H)-one FC=1C=CC=2N(C1CCC[C@H]1C[C@@H]3N(CCNC3)C1=O)C=CN2